[4-fluoro-3-(trifluoromethoxy)phenyl]-4,4,5,5-tetramethyl-1,3,2-dioxaborolane FC1=C(C=C(C=C1)B1OC(C(O1)(C)C)(C)C)OC(F)(F)F